4-(3-chloro-4-fluoroanilino)-5'-fluoro-2'-[(2R)-3-hydroxy-2-methylpropyl]-2',3'-dihydrospiro[cyclohexane-1,1'-isoindole]-4-carboxylic acid methyl ester COC(=O)C1(CCC2(N(CC3=CC(=CC=C23)F)C[C@H](CO)C)CC1)NC1=CC(=C(C=C1)F)Cl